2-chloro-5-methoxy-6-methyl-1,3-benzoxazole ClC=1OC2=C(N1)C=C(C(=C2)C)OC